4-chloro-6-hydroxy-biphenyl-3-carbonitrile ClC1=C(C=C(C(=C1)O)C1=CC=CC=C1)C#N